NC1(C(C(=CC=C1)C1=CC=CC=C1)O)C(=O)O 3-amino-2-hydroxy-[1,1-biphenyl]-3-formic acid